NC(CNC1=NC(=C2C(=N1)N(N=C2)C)NC=2C=NC(=CC2)OC(F)F)C2=CC=CC=C2 N6-(2-amino-2-phenyl-ethyl)-N4-[6-(difluoromethoxy)-3-pyridyl]-1-methyl-pyrazolo[3,4-d]pyrimidine-4,6-diamine